1-[(3S)-3-[4-[3-Chloro-2-fluoro-4-[(3-methyloxetan-3-yl)methoxy]anilino]pyrido[3,2-d]pyrimidin-6-yl]oxypyrrolidin-1-yl]prop-2-en-1-one ClC=1C(=C(NC=2C3=C(N=CN2)C=CC(=N3)O[C@@H]3CN(CC3)C(C=C)=O)C=CC1OCC1(COC1)C)F